C(CC)C1C(OCCCCCCCCCC1)=O propyloxacyclotridecan-2-one